[N+](=O)([O-])C1=C(C=CC=C1)NN 2-nitrophenyl-hydrazine